tert-butyl-N-(2-((5-chloro-2-(1H-tetrazol-1-yl)phenyl)amino)-2-oxoethyl)-N-(2-chloroacetyl)phenylalanine C(C)(C)(C)[C@](N(C(CCl)=O)CC(=O)NC1=C(C=CC(=C1)Cl)N1N=NN=C1)(CC1=CC=CC=C1)C(=O)O